5-((1-(1-methyl-1H-pyrazole-4-carbonyl)-1,2,3,6-tetrahydropyridin-4-yl)methoxy)-3,4-dihydroquinolin-2(1H)-one CN1N=CC(=C1)C(=O)N1CCC(=CC1)COC1=C2CCC(NC2=CC=C1)=O